N-ethyl-5-fluoro-2-((5-(2-(5-hydroxy-2-methyl-6-(methylamino)hex-3-yl)-2,6-diazaspiro[3.4]oct-6-yl)-1,2,4-triazin-6-yl)oxy)-N-isopropylbenzamide hydrochloride Cl.C(C)N(C(C1=C(C=CC(=C1)F)OC1=C(N=CN=N1)N1CC2(CN(C2)C(C(C)C)CC(CNC)O)CC1)=O)C(C)C